(2-(benzyloxy)-4,6-dihydroxy-3-methylphenyl)(4-bromoisoindolin-2-yl)methanone Methyl-4-hydroxy-1-(2-hydroxyethyl)-6-oxo-1,6-dihydropyridine-3-carboxylate COC(=O)C1=CN(C(C=C1O)=O)CCO.C(C1=CC=CC=C1)OC1=C(C(=CC(=C1C)O)O)C(=O)N1CC2=CC=CC(=C2C1)Br